5-benzyl-2,2-dimethyl-1-(1H-1,2,4-triazole-1-ylmethyl)cyclopentanol C(C1=CC=CC=C1)C1CCC(C1(O)CN1N=CN=C1)(C)C